N,N',N''-trimethyl-1,4,7-triazacyclononaneN CN1CCN(C=CN(CC1)C)C